N,N'-dihydroxyethylene-bisacrylamide ONC(C=CCCC=CC(=O)NO)=O